C(C)(CC)[Mg]C(C)CC di(sec-butyl)magnesium